BrC1=C2CCCN(C2=CC(=C1C=O)O)C 5-bromo-7-hydroxy-1-methyl-3,4-dihydro-2H-quinoline-6-carbaldehyde